perfluoro(2-methylene-4-methyl-1,3-dioxane) FC1(OC(OC(C1(F)F)(F)F)=C(F)F)C(F)(F)F